S1C(=CC=C1)CCCS(=O)(=O)[O-] thiolpropanesulfonate